BrC1=C(C(=C(C=C1)F)Cl)C 1-bromo-3-chloro-4-fluoro-2-methyl-benzene